3-cyclopropyl-N-methyl-1-(3-(1-methyl-1H-pyrazol-3-yl)isoquinolin-8-yl)-5,6-dihydroimidazo[1,5-a]pyrazine-7(8H)-carboxamide C1(CC1)C1=NC(=C2N1CCN(C2)C(=O)NC)C=2C=CC=C1C=C(N=CC21)C2=NN(C=C2)C